1,4-O-bis[(3-Ethyloxetane-3-yl)Methyl]-Butane-1,4-diol C(C)C1(COC1)CC(CCCOCC1(COC1)CC)O